3-(2H-benzopyran-3-yl)-5-(3,5-dinitrophenyl)-1,2,4-oxadiazole O1CC(=CC2=C1C=CC=C2)C2=NOC(=N2)C2=CC(=CC(=C2)[N+](=O)[O-])[N+](=O)[O-]